C(C=C)OCC(C(=O)OCCOCCOCC1CCCO1)=C tetrahydrofurfuryloxyethoxyethyl α-allyloxymethylacrylate